lithium titanium phosphate salt P(=O)([O-])([O-])[O-].[Ti+4].[Li+]